C(C)(C)N1CCN(CC1)C1=CC=C(C=N1)CN1C2CN(CC1CC2)C2=C1C=CC=NC1=C(C=C2)C#N 5-(8-((6-(4-isopropylpiperazin-1-yl)pyridin-3-yl)methyl)-3,8-diazabicyclo[3.2.1]oct-3-yl)quinoline-8-carbonitrile